3-(7-cyano-1,4-dimethyl-1H-benzotriazol-5-yl)propanoate C(#N)C1=CC(=C(C2=C1N(N=N2)C)C)CCC(=O)[O-]